3-ethyl-2-(1-(4-ethyl-1,4-diazepan-1-yl)butyl)pyrido[2,3-d]pyrimidin-4(3H)-one C(C)N1C(=NC2=C(C1=O)C=CC=N2)C(CCC)N2CCN(CCC2)CC